N-[(2,4-dimethoxyphenyl)methyl]-1-({4-[(4-methylpyrazol-1-yl)methyl]phenyl}methyl)-3-(trifluoromethyl)pyrazole-4-carboxamide COC1=C(C=CC(=C1)OC)CNC(=O)C=1C(=NN(C1)CC1=CC=C(C=C1)CN1N=CC(=C1)C)C(F)(F)F